FC1=CC=C(C(=O)N2[C@@H](C=3N(CC2)C(=NC3N(C(CNC)=O)C)C3=NC(=NS3)C)C)C=C1 (R)-N-(7-(4-fluorobenzoyl)-8-methyl-3-(3-methyl-1,2,4-thiadiazol-5-yl)-5,6,7,8-Tetrahydroimidazo-[1,5-a]pyrazin-1-yl)-N-methyl-2-(methylamino)acetamide